1-((1-methylcyclopentyl)methyl)-1H-1,2,4-triazole-3-carboxylic acid methyl ester COC(=O)C1=NN(C=N1)CC1(CCCC1)C